NC(=O)C1=CC=C(C=C1)N=NC1=C(C(=CC2=CC=CC=C12)C(=O)NC1=C(C=CC=C1)OC)O 4-((4-(aminocarbonyl)phenyl)azo)-3-hydroxy-N-(2-methoxyphenyl)naphthalene-2-carboxamide